(4-(bromomethyl)phenyl)(ethyl)sulfane BrCC1=CC=C(C=C1)SCC